CC1(CC1)C1=CC=C(N)C=C1 4-(1-methylcyclopropyl)aniline